C(C)OC(=O)C=1C=C2C(=NC1)N(C=C2)C=2C=NC(=CC2)C(N)=O 1-(6-carbamoylpyridin-3-yl)-1H-pyrrolo[2,3-b]pyridine-5-carboxylic acid ethyl ester